C(C)OC(=O)[C@H]1CN(CCC1)C=1C=C(OC(C(=O)N2CCN(CCC2)C(=O)OC(C)(C)C)(C)C)C=CC1 tert-butyl (R)-4-(2-(3-(3-(ethoxycarbonyl)piperidin-1-yl)phenoxy)-2-methylpropanoyl)-1,4-diazepane-1-carboxylate